C(#N)C1=C(C=CC=C1)CC=1C(=NN(C1)C)N(C(C)=O)C N-{4-[(2-cyanophenyl)methyl]-1-methylpyrazol-3-yl}-N-methylacetamide